ClC(C)(CC(C)(C)C)C 2-chloro-2,4,4-trimethylpentane